tert-Butyl 6-(4-(methoxycarbonyl)-2-nitrophenyl)-3,4-dihydropyridine-1(2H)-carboxylate COC(=O)C1=CC(=C(C=C1)C1=CCCCN1C(=O)OC(C)(C)C)[N+](=O)[O-]